6-fluoroisoindole FC=1C=CC2=CNC=C2C1